BrC1=CC=C(C=C1)N1C=NN(C1=O)CSC1=CC(=C(OC(C(=O)O)(C)C)C=C1)C 2-(4-(((4-(4-Bromophenyl)-5-oxo-4,5-dihydro-1H-1,2,4-triazol-1-yl)methyl)thio)-2-methylphenoxy)-2-methylpropionic acid